C(CCC)N1C(=CC2=CC(=CC=C12)NC(C1=C(C=CC(=C1)CNC(C(C)C)=O)Cl)=O)C(=O)OCC Ethyl 1-butyl-5-(2-chloro-5-(isobutyrylaminomethyl) benzoylamino)-1H-indole-2-carboxylate